[Cl-].C(CCC)[N+]1=CC=C(C=C1)CCC 1-butyl-4-propylpyridinium chloride